(3-(2-aminoethylamino)propyl)trimethoxysilane NCCNCCC[Si](OC)(OC)OC